CC=1C(=CC2=C(C1)N1C(C=3C=4C=5C(C(N(C(C5C=CC4C1=O)=O)C1=CC=CC=C1)=O)=CC3)=N2)C 9,10-dimethyl-2-phenylbenzo[lmn]benzimidazo[2,1-b][3,8]phenanthroline-1,3,6(2H)-trione